NCC=1N=C2N(C=C(C=C2N2CCS(CC2)(=O)=O)C2CC2)C1 4-(2-(aminomethyl)-6-cyclopropyl-imidazo[1,2-a]pyridin-8-yl)thiomorpholine 1,1-dioxide